C(#N)C1=CC(=NC2=CC=C(C=C12)C)N1CCOCC1 4-cyano-6-methyl-2-morpholinoquinolin